C(CCC)OC(C(O)C)=O butyllactate